C(#N)C=1C=NN2C1C(=CC(=C2)C=2C=NN(C2)C2CCN(CC2)C(=O)OC(C)(C)C)SC tert-butyl 4-[4-(3-cyano-4-methylsulfanyl-pyrazolo[1,5-a]pyridin-6-yl)pyrazol-1-yl]piperidine-1-carboxylate